ClC1=C(C=CC=C1C1=C(C(=NC=C1)C1=CC(=CC(=C1)OC)CNCCO)Cl)C1=CC=C(C(=N1)OC)CNCCO 2-(((6-(2-chloro-3-(3-chloro-2-(3-(((2-hydroxyethyl)amino)methyl)-5-methoxyphenyl)pyridin-4-yl)phenyl)-2-methoxypyridin-3-yl)methyl)amino)ethan-1-ol